4-fluoro-1-(4-(4-(methoxymethyl)phenyl)pyrimidin-2-yl)-N-(4-methyl-1-azabicyclo[3.2.2]nonan-4-yl)piperidine-4-carboxamide FC1(CCN(CC1)C1=NC=CC(=N1)C1=CC=C(C=C1)COC)C(=O)NC1(CCN2CCC1CC2)C